(E)-2-methyl-N-(3-(trifluoromethyl)benzylidene)propane-2-sulfinamide CC(C)(C)S(=O)/N=C/C1=CC(=CC=C1)C(F)(F)F